C(C)(C)(C)C1=NC(=NO1)C(=O)NCC1=C(C=C(C=C1)C1=NC=NN2C1=CC(=C2)C2=CC=C(C=C2)COCCCC2=CC=C(C=C2)NC2C(NC(CC2)=O)=O)C 5-tert-butyl-N-[[4-[6-[4-[3-[4-[(2,6-dioxo-3-piperidyl)amino]phenyl]propoxymethyl]phenyl]pyrrolo[2,1-f][1,2,4]triazin-4-yl]-2-methyl-phenyl]methyl]-1,2,4-oxadiazole-3-carboxamide